S-(4-cyano-3-methylphenyl) ethanethioate C(C)(SC1=CC(=C(C=C1)C#N)C)=O